COC1=C(C=NCCCCCCCCCCCC)C=CC=C1 o-methoxybenzylidenelaurylamine